(7-(4-methoxy-3-(trifluoromethyl)phenyl)pyrazolo[1,5-a]pyridin-3-yl)(piperidin-1-yl)methanone COC1=C(C=C(C=C1)C1=CC=CC=2N1N=CC2C(=O)N2CCCCC2)C(F)(F)F